(dimethyldodecylamino)-propanesulfonate CC(CCCCCCCCCCC)(NC(CC)S(=O)(=O)[O-])C